2-methyl-6-(1-methyl-1H-pyrrolo[3,2-b]pyridin-6-yl)-N-[(1R)-1,2,3,4-tetrahydronaphthalen-1-yl]pyrimidin-4-amine CC1=NC(=CC(=N1)N[C@@H]1CCCC2=CC=CC=C12)C=1C=C2C(=NC1)C=CN2C